C(C1=CC=CC=C1)N1C=2N(C3=C(C1=O)SC=C3)C(NN2)=S 4-benzyl-1-thioxo-2,4-dihydrothieno[2,3-e][1,2,4]triazolo[4,3-a]pyrimidin-5(1H)-one